NC1=NC=CC=C1C1=NC=2C(=NC(=CC2)C2=NC=CC=C2)N1C1=CC=C(C=C1)CNC(CC1=CC(=C(C=C1)C=O)O)=O N-({4-[2-(2-aminopyridin-3-yl)-5-(pyridin-2-yl)imidazo[4,5-b]pyridin-3-yl]phenyl}methyl)-2-(4-formyl-3-hydroxyphenyl)acetamide